1-Cyclobutyl-N-(3-fluoro-4-(methylsulfonyl)phenyl)-4-methyl-5-(2-(trifluoromethyl)phenyl)-1H-pyrrole-3-formamide C1(CCC1)N1C=C(C(=C1C1=C(C=CC=C1)C(F)(F)F)C)C(=O)NC1=CC(=C(C=C1)S(=O)(=O)C)F